CC=1C(=C(C(=O)OC(C)C2=C(C=C(C=C2C2=CC3=C(NC(=N3)C)C=C2)CCC)F)C=C(C1)O)CBr 1-(2-fluoro-6-(2-methyl-1H-benzimidazol-5-yl)-4-propylphenyl)ethane-1-ol methyl-2-(bromomethyl)-5-hydroxy-benzoate